(3-(2,6-dioxopiperidin-3-yl)-1-methyl-1H-indazol-7-yl)carbamate O=C1NC(CCC1C1=NN(C2=C(C=CC=C12)NC([O-])=O)C)=O